6-tert-butyl-9-[2-(1-hydroxyethyl)thiazol-5-yl]-10-methoxy-2-oxo-6,7-dihydro-2H-pyrido[2,1-a]isoquinoline-3-carboxylic Acid C(C)(C)(C)C1N2C(C3=CC(=C(C=C3C1)C1=CN=C(S1)C(C)O)OC)=CC(C(=C2)C(=O)O)=O